CC1=CC=NC=2N1C=CC2C(=O)OCC 1-Ethyl 4-methylpyrrolo[1,2-a]pyrimidine-8-carboxylate